C(C)[Si](N[Si](CC)(CC)CC)(CC)CC Hexaethyl-disilazan